C(C1=CC=CC=C1)N1C(C2=CC=CC=C2CC1)=O 3,4-dihydro-2-benzylisoquinolin-1(2H)-one